N[C@@H](C(=O)NC1=NC=CC(=C1)OC1=CC(=C(C=C1)C)OC)CC (2R)-2-amino-N-[4-(3-methoxy-4-methyl-phenoxy)-2-pyridyl]butanamide